N1[C@H]2[C@@H](CC1)CN(C2)C(=O)OC(C)(C)C (3aS,6aS)-tert-butyl hexahydro-pyrrolo[3,4-b]pyrrole-5(1H)-carboxylate